(1-(7-((2-(1H-pyrazol-1-yl)benzyl)amino)-3-isopropyl-1H-pyrazolo[4,3-d]pyrimidin-5-yl)piperidin-4-yl)carbamic acid tert-butyl ester C(C)(C)(C)OC(NC1CCN(CC1)C=1N=C(C2=C(N1)C(=NN2)C(C)C)NCC2=C(C=CC=C2)N2N=CC=C2)=O